3-(6-(azidomethyl)-1-(1-((trifluoromethyl)sulfonyl)piperidin-4-yl)-1H-indol-3-yl)benzonitrile N(=[N+]=[N-])CC1=CC=C2C(=CN(C2=C1)C1CCN(CC1)S(=O)(=O)C(F)(F)F)C=1C=C(C#N)C=CC1